hydroxyethyl methacrylate (hydroxy ethyl acrylate) OCCC(C(=O)O)=C.C(C(=C)C)(=O)OCCO